1-(3-((6-nitropyridin-3-yl)oxy)phenyl)-3-phenylurea [N+](=O)([O-])C1=CC=C(C=N1)OC=1C=C(C=CC1)NC(=O)NC1=CC=CC=C1